1-(6,7-dihydro-5H-pyrido[2',3':6,7]cyclohepta[1,2-c]pyridazin-3-yl)-N5-((7S)-7-(i-butoxycarbonylamino)-6,7,8,9-tetrahydro-5H-benzo[7]annulene-2-yl)-1H-1,2,4-triazole-3,5-diamine N1=NC(=CC2=C1C1=C(CCC2)N=CC=C1)N1N=C(N=C1NC=1C=CC2=C(CC[C@H](CC2)NC(=O)OCC(C)C)C1)N